(1S,2R,3S,4R,5S)-4-(5-chloro-7-((cyclobutylmethyl)amino)-3H-imidazo[4,5-b]pyridin-3-yl)-2,3-dihydroxy-N-methylbicyclo[3.1.0]hexane-1-carboxamide ClC1=CC(=C2C(=N1)N(C=N2)[C@H]2[C@@H]([C@@H]([C@@]1(C[C@H]21)C(=O)NC)O)O)NCC2CCC2